C(CCC)(=O)NC1=CC(=C(C(=O)NC=2SC(=CN2)[N+](=O)[O-])C=C1)O 4-butyramido-2-hydroxy-N-(5-nitrothiazol-2-yl)benzamide